C1=CC(=CC=2C3=CC=CC=C3NC12)C(CCN(C)C)C1=CC=CC=C1 3-(9H-carbazol-3-yl)-N,N-dimethyl-3-phenylpropan-1-amine